3-(1'-((5-fluoronaphthalen-1-yl)methyl)-7-oxo-5,7-dihydro-2H,6H-spiro[furo[2,3-f]isoindole-3,4'-piperidin]-6-yl)piperidine-2,6-dione FC1=C2C=CC=C(C2=CC=C1)CN1CCC2(CC1)COC1=CC=3C(N(CC3C=C12)C1C(NC(CC1)=O)=O)=O